BENZOISOTHIAZOLE S1N=CC2=C1C=CC=C2